NC1=C(N=CC2=C(C=CC=C12)C1=CN=NC=C1Cl)C(=O)NCCC 4-Amino-8-(5-Chloropyridazin-4-yl)-N-propylisoquinoline-3-carboxamide